4-fluoro-2-(trifluoromethyl)benzene FC1=CC(=CC=C1)C(F)(F)F